BrC=1C=CC(=C(C(=O)OCC)C1)Cl ethyl 5-bromo-2-chloro-benzoate